C(C)(=O)O.C(C)(=O)O.C(CCCCCCCCCCC)(=O)N(CCN(CCN)C(CCCCCCCCCCC)=O)CCN dilauroyl-triethylenetetramine diacetate